o-phenylene diacetate C(C)(=O)OC1=C(C=CC=C1)OC(C)=O